(5R,9S)-3-(1-ethyl-3-(trifluoromethyl)-1H-pyrazol-5-yl)-2-methyl-4,5,6,7,8,9-hexahydro-2H-5,9-epiminocycloocta[c]pyrazole C(C)N1N=C(C=C1C1=C2C(=NN1C)[C@@H]1CCC[C@H](C2)N1)C(F)(F)F